FC=1C(=CC(=NC1)S(=O)(=O)N(C(OC(C)(C)C)=O)C1=NSC=C1)C tert-butyl ((5-fluoro-4-methylpyridin-2-yl)sulfonyl)(isothiazol-3-yl)carbamate